3,3'-dibromo-(1,1'-biphenyl)-4,4'-diol BrC=1C=C(C=CC1O)C1=CC(=C(C=C1)O)Br